C(C)(C)(C)[C@@H]1CC=2C=C3C(=NC2CC1)SC(=N3)C(=O)N[C@H](CCN3CCC(CC3)O)C3=CC=C(C=C3)N3C(OCC3)=O (S)-7-(tert-butyl)-N-((R)-3-(4-hydroxypiperidin-1-yl)-1-(4-(2-oxooxazolidin-3-yl)phenyl)propyl)-5,6,7,8-tetrahydrothiazolo[5,4-b]quinoline-2-carboxamide